O1[C@@H](COC1)CNC(=O)C1=C(C2=C(CCC3=CN(N=C23)C[C@@H]2CN(CCO2)C)O1)C N-[(2R)-1,4-Dioxolan-2-ylmethyl]-8-methyl-2-{[(2S)-4-methylmorpholin-2-yl]methyl}-4,5-dihydro-2H-furo[2,3-g]indazole-7-carboxamide